C1(=CC=CC2=CC3=CC=CC=C3C=C12)OC(=O)CC1C2C=CC(C1)C2=O 5-(1-anthraceneoxycarbonylmethyl)-7-oxo-bicyclo[2.2.1]Hept-2-ene